C(C)OC(=O)C1=C(N(C2=CC(=C(C=C12)OC(C)=O)Br)C)CS(=O)(=O)C1=CC=C(C)C=C1 (R)-5-acetoxy-6-bromo-1-methyl-2-((p-toluenesulfonyl)methyl)-1H-indole-3-carboxylic acid ethyl ester